C1(CCC1)C1=CN=C(S1)C=1C=C(C(=O)N[C@H](C)C2=NC=C(N=C2)C)C=C(C1)O[C@H]1COCC1 3-(5-cyclobutyl-1,3-thiazol-2-yl)-N-[(1R)-1-(5-methylpyrazin-2-yl)ethyl]-5-[(3R)-tetrahydrofuran-3-yloxy]benzamide